CN(C)CCC1CNCCC1 N,N-dimethyl-2-(3-piperidinyl)-1-ethylamine